(2S)-2-(tert-butoxycarbonylamino)-2-cycloheptyl-acetic acid C(C)(C)(C)OC(=O)N[C@H](C(=O)O)C1CCCCCC1